2-ethyl-5,11-dioxo-6,12-bis(m-toluoyloxy)naphthonaphthalene 3-(2-(2,4-dioxotetrahydropyrimidin-1(2H)-yl)-1-oxoisoindolin-4-yl)propyl-4-methylbenzenesulfonate O=C1N(CCC(N1)=O)N1C(C2=CC=CC(=C2C1)CCCOS(=O)(=O)C1=CC=C(C=C1)C)=O.C(C)C=1C=CC2=C3C(C(C(=C2C1)OC(=O)C=1C=C(C=CC1)C)=O)=C1C=CC=CC1=C(C3=O)OC(=O)C=3C=C(C=CC3)C